C(C=C)(=O)N1CC(C1)N1N=C(C2=C1C(NN=C2N)=O)C2=CC1=C(S2)C(=CC(=C1)C)OC 1-(1-acryloylazetidin-3-yl)-4-amino-3-(7-methoxy-5-methylbenzo[b]thiophen-2-yl)-1,6-dihydro-7H-pyrazolo[3,4-d]pyridazin-7-one